FC=1C=C2CC(CC2=CC1F)NC=1N=CC(=NC1)C1=NNC(O1)=O 5-(5-((5,6-difluoro-2,3-dihydro-1H-inden-2-yl)amino)pyrazin-2-yl)-1,3,4-oxadiazol-2(3H)-one